C(=O)(O)C(CC=1C=C2C(=CNC2=CC1)CN(CC=1C=C(C=CC1)CC(C(=O)O)C1CNCC1)CC=1C=C(C=CC1)CC(C(=O)O)C1CNCC1)C1CNCC1 3,3'-(((((5-(2-carboxy-2-(pyrrolidin-3-yl)ethyl)-1H-indol-3-yl)methyl)azanediyl)bis(methylene))bis(3,1-phenylene))bis(2-(pyrrolidin-3-yl)propanoic acid)